cyclobutyl-(4-(methoxymethoxy)pyridin-2-yl)methanone C1(CCC1)C(=O)C1=NC=CC(=C1)OCOC